FC1=C(C=CC(=C1)F)C1=C2C=C(C(=NC2=CC=N1)C)OC 5-(2,4-difluorophenyl)-3-methoxy-2-methyl-1,6-naphthyridine